4-(((2-fluoro-6-Nitro-4-sulfamoylphenyl)amino)methyl)piperidine-1-carboxylic acid tert-butyl ester C(C)(C)(C)OC(=O)N1CCC(CC1)CNC1=C(C=C(C=C1[N+](=O)[O-])S(N)(=O)=O)F